C1=CC=C(C=2SC3=C(C21)C=CC=C3)C=3C=C(C=C(C3)C3=CC=CC=C3)C3=NC(=NC(=N3)C3=CC=CC=C3)C3=CC=CC=C3 2-{5-(dibenzothiophene-4-yl)-1,1'-biphenyl-3-yl}-4,6-diphenyl-1,3,5-triazine